5-[8-[(3S,4S)-3-methyl-4-(trifluoromethyl)pyrrolidin-1-yl]imidazo[1,2-b]pyridazin-6-yl]-1H-pyrimidine-2,4-dione C[C@@H]1CN(C[C@H]1C(F)(F)F)C=1C=2N(N=C(C1)C=1C(NC(NC1)=O)=O)C=CN2